(R)-N-(6-(1-(5-(6-ethoxypyrazin-2-yl)methylpyridinyl)pyrrolidin-2-yl)pyridin-2-yl)cyclopropanesulfonamide C(C)OC1=CN=CC(=N1)CC=1C=CC(=NC1)N1[C@H](CCC1)C1=CC=CC(=N1)NS(=O)(=O)C1CC1